COC1=CC=CC=2C=3N(C(=NC12)N)N=C(N3)C3C(C3)C3=NC1=C(N3C)C=CC=C1 7-methoxy-2-[2-(1-methyl-1H-benzimidazol-2-yl)cyclopropyl][1,2,4]triazolo[1,5-c]quinazolin-5-amine